rac-Methyl 5-bromo-2-(4-((tert-butoxycarbonyl)(4-methoxybenzyl)amino)-3-methylbutoxy)-4-fluorobenzoate BrC=1C(=CC(=C(C(=O)OC)C1)OCC[C@H](CN(CC1=CC=C(C=C1)OC)C(=O)OC(C)(C)C)C)F |r|